COC(=O)C1=C(C=NC=C1)NC[C@@H]1CCOC2=C1C=CC(=C2)C2=C(C=CC=C2)OC 3-({[(4R)-7-(2-methoxyphenyl)-3,4-dihydro-2H-1-benzopyran-4-yl]methyl}amino)pyridine-4-carboxylic acid methyl ester